OC[C@H]1C[C@H]([C@H]2[C@@]1(OC(O2)(C)C)C)NC(OC(C)(C)C)=O tert-butyl ((3aS,4R,6R,6aR)-6-(hydroxymethyl)-2,2,6a-trimethyltetrahydro-3aH-cyclopenta[d][1,3]dioxol-4-yl)carbamate